NC=1NC(C=2N(C(N(C2N1)[C@@H]1O[C@@H]([C@@H]([C@H]1O)O)CO)=O)C\C=C\CO)=O 2-Amino-9-((2R,3R,4R,5R)-3,4-dihydroxy-5-(hydroxymethyl)tetrahydrofuran-2-yl)-7-((E)-4-hydroxybut-2-en-1-yl)-7,9-dihydro-1H-purine-6,8-dion